2-[(S)-2-(2-{2-[2-(2-bromo-acetylamino)-ethoxy]-ethoxy}-acetyl-amino)-4-carboxy-butyrylamino]-butyric acid BrCC(=O)NCCOCCOCC(=O)N[C@H](C(=O)NC(C(=O)O)CC)CCC(=O)O